2-chloro-N-(5-chloro-3-hydroxy-6-methoxypyridin-2-yl)acetamide ClCC(=O)NC1=NC(=C(C=C1O)Cl)OC